Cl.C(C)C1=NC(=NO1)C1(CCNCC1)C 4-(5-Ethyl-1,2,4-oxadiazol-3-yl)-4-methylpiperidine monohydrochloride